1-(4,4-difluorocyclohexyl)-N-((7-(5-(difluoromethyl)-1,3,4-oxadiazol-2-yl)imidazo[1,2-a]pyridin-2-yl)methyl)-N-(3-fluorophenyl)piperidine-4-sulfonamide FC1(CCC(CC1)N1CCC(CC1)S(=O)(=O)N(C1=CC(=CC=C1)F)CC=1N=C2N(C=CC(=C2)C=2OC(=NN2)C(F)F)C1)F